NCC1=NNC(C2=C(C=C(C=C12)C1=C(N(N=C1)C)C1=C(C#N)C(=CC(=C1F)C)OC1CC1)Cl)=O (M)-2-[4-[4-(aminomethyl)-8-chloro-1-oxo-2H-phthalazin-6-yl]-2-methyl-pyrazol-3-yl]-6-(cyclopropoxy)-3-fluoro-4-methyl-benzonitrile